C1CNC[C@H](C2=CC(=C(C=C21)O)O)C3=CC=CC=C3.Br The molecule is a hydrobromide obtained by combining (S)-SKF 38393 with one molar equivalent of hydrogen bromide. It contains a (S)-SKF 38393(1+). It is an enantiomer of a (R)-SKF 38393 hydrobromide.